C(C1=CC=CC=C1)N1C=NC2=C1CN(CC2)C2=NC=1N(C=C2)N=CC1Br 3-benzyl-5-(3-bromopyrazolo[1,5-a]pyrimidin-5-yl)-4,5,6,7-tetrahydro-3H-imidazo[4,5-C]pyridine